N1(CCC1)C[C@@H](C1=CC=CC=C1)NC1=CC(=C(C=C1Cl)S(=O)(=O)N(C=1SC=CN1)CC1=C(C=C(C=C1)OC)OC)F (R)-4-((2-(azetidin-1-yl)-1-phenylethyl)amino)-5-chloro-N-(2,4-dimethoxybenzyl)-2-fluoro-N-(thiazol-2-yl)benzenesulfonamide